C1(=CC=CC=C1)C1=NC(=NC(=N1)C1=CC=CC=C1)C1=C(C=C(C=C1)OCCCCCC)O 2-(4,6-diphenyl-1,3,5-triazin-2-yl)-5-n-hexoxyphenol